8-Chloro-1-[trans-4-(pyridin-2-yloxy)cyclohexyl]-5,6-dihydro-4H-[1,2,4]triazolo[4,3-a][1]benzazepin-5-ol ClC=1C=CC2=C(CC(CC=3N2C(=NN3)[C@@H]3CC[C@H](CC3)OC3=NC=CC=C3)O)C1